Tert-Butyl 4-[4-[(3-cyano-6-morpholino-pyrazin-2-yl)amino]phenyl]piperidine-1-carboxylate C(#N)C=1C(=NC(=CN1)N1CCOCC1)NC1=CC=C(C=C1)C1CCN(CC1)C(=O)OC(C)(C)C